(S)-N-(3-fluoro-4-(trifluoromethoxy)phenyl)-2-(1-(2-methylbutanoyl)piperidin-4-yl)acetamide zinc 1,5-naphthalenedicarboxylate C1(=CC=CC=2C(=CC=CC12)C(=O)[O-])C(=O)[O-].[Zn+2].FC=1C=C(C=CC1OC(F)(F)F)NC(CC1CCN(CC1)C([C@H](CC)C)=O)=O